O1COC2=C1C=CC=C2C2=CC=CC=1OCOC12 4-(1,3-benzodioxol-4-yl)-1,3-benzodioxol